NC1=C(C(=NN1C1=NC=C(C=C1)C(F)(F)F)C1=CC=C(C=C1)Br)C#N 5-amino-3-(4-bromophenyl)-1-[5-(trifluoromethyl)-2-pyridinyl]Pyrazole-4-carbonitrile